(cyclobutylmethyl)-5-iodo-2-methylbenzoic acid methyl ester COC(C1=C(C(=CC(=C1)I)CC1CCC1)C)=O